C12(CC3CC(CC(C1)C3)C2)C=2C=C(C=CC2OC)C2=C(C=C(C=C2)C=CC(=O)O)C=O 3-[3'-Adamantan-1-yl-4'-methoxy-2-(formyl)-biphenyl-4-yl]-acrylic acid